FC1([C@H]2CN(C[C@@H]1CC2)C2=NC(=NC1=C(C(=CC=C21)C2=CC(=CC1=CC=C(C(=C21)C#C)F)O)F)OC[C@]21CCCN1C[C@@H](C2)F)F 4-(4-((1R,5S)-8,8-difluoro-3-azabicyclo[3.2.1]octan-3-yl)-8-fluoro-2-(((2R,7aS)-2-fluorotetrahydro-1H-pyrrolizin-7a(5H)-yl)methoxy)quinazolin-7-yl)-5-ethynyl-6-fluoronaphthalen-2-ol